(2R)-2-(2,5-dioxopyrrolidin-1-yl-3,3,4,4-d4)-N-((phenyl-d5)methyl)propanamide O=C1N(C(C(C1([2H])[2H])([2H])[2H])=O)[C@@H](C(=O)NCC1=C(C(=C(C(=C1[2H])[2H])[2H])[2H])[2H])C